C1(CC1)C1=CC(=C(C(N1)=O)CNC(C1=CN=C(C=C1)C(F)(F)F)=O)C N-((6-cyclopropyl-4-methyl-2-oxo-1,2-dihydropyridin-3-yl)methyl)-6-(trifluoromethyl)nicotinamide